((2,2-dimethyl-2,3-dihydrobenzofuran-7-yl)oxy)-N'-(3-methoxybenzylidene)acethydrazide CC1(OC2=C(C1)C=CC=C2OCC(=O)NN=CC2=CC(=CC=C2)OC)C